N1(CCOCC1)S(=O)(=O)C=1C=NC2=CC=C(C=C2C1NC1=C(C(=O)O)C=CC=C1)C1=C2C(=CN=C1)NC=C2 2-[[3-morpholinesulfonyl-6-(1H-pyrrolo[2,3-c]pyridin-4-yl)-4-quinolinyl]amino]benzoic acid